N=1N(N=CC1)CC1=CC=C(C=C1)NC=1N=CC2=C(N1)CNCC2 N-{4-[(2H-1,2,3-triazol-2-yl)methyl]phenyl}-5H,6H,7H,8H-pyrido[3,4-d]pyrimidin-2-amine